3-benzhydrylimidazole C(C1=CC=CC=C1)(C1=CC=CC=C1)N1C=NC=C1